(S)-3-(5-(2,5-difluorophenyl)thiophen-2-yl)-3-(3-(4-hydroxy-1-methyl-2-oxo-1,2-dihydropyridin-3-yl)ureido)propanoic acid FC1=C(C=C(C=C1)F)C1=CC=C(S1)[C@H](CC(=O)O)NC(=O)NC=1C(N(C=CC1O)C)=O